tris(methylphenyl)chloromethane Methyl-((2-(((1R*,2S*)-2-(hydroxymethyl)cyclobutyl)methoxy)-4-methylphenyl)sulfonyl)-L-prolinate C[C@@]1(N(CCC1)S(=O)(=O)C1=C(C=C(C=C1)C)OC[C@H]1[C@H](CC1)CO)C(=O)O.CC1=C(C=CC=C1)C(Cl)(C1=C(C=CC=C1)C)C1=C(C=CC=C1)C |o1:18,19|